FC1=C(C=CC(=C1)F)[C@H]1N(CCCC1)C=1C(=C(C(=O)N[C@H](C)\C=C\S(=O)(=O)C)C=CC1)F ((S)-2-(2,4-Difluorophenyl)piperidin-1-yl)-2-fluoro-N-((R,E)-4-(methylsulfonyl)but-3-en-2-yl)benzamide